methyl (R)-1-(4-(1-(2,6-dichlorophenyl)azetidin-3-yl)-benzyl)pyrrolidine-3-carboxylate ClC1=C(C(=CC=C1)Cl)N1CC(C1)C1=CC=C(CN2C[C@@H](CC2)C(=O)OC)C=C1